FC(S(=O)(=O)OC(C(F)(F)F)([2H])[2H])(F)F (1,1-dideuterio-2,2,2-trifluoro-ethyl) trifluoromethanesulfonate